BrC=1C(=NC=C(C1C)C(F)(F)F)Cl 3-Bromo-2-chloro-4-methyl-5-(trifluoromethyl)pyridine